C(C)(C)(C)OC(N[C@H](CO[Si](C1=CC=CC=C1)(C1=CC=CC=C1)C(C)(C)C)CCC(C(C)C)NC(OC(C)(C)C)=O)=O ((2S)-1-((tert-butyldiphenylsilyl)oxy)-6-methylheptane-2,5-diyl)dicarbamic acid di-tert-butyl ester